C(C)(C)(C)OC(=O)N(C=1SC(=C(N1)C(=O)OCC)C[C@@H](CO)C)C ethyl 2-{[(tert-butoxy) carbonyl] (methyl) amino}-5-[(2S)-3-hydroxy-2-methylpropyl]-1,3-thiazole-4-carboxylate